Methyl (3-((1-((1r,3r)-3-(cyclopropanecarboxamido)cyclobutyl)-3-methyl-2-oxo-2,3-dihydro-1H-imidazo[4,5-c]pyridin-6-yl)amino)-5-(1-methyl-1H-pyrazol-4-yl)phenyl)carbamate C1(CC1)C(=O)NC1CC(C1)N1C(N(C=2C=NC(=CC21)NC=2C=C(C=C(C2)C=2C=NN(C2)C)NC(OC)=O)C)=O